C1(=CC=CC=C1)C=1C=C2C=3C=C(C=CC3N(C2=CC1)C1=CC=CC=C1)C1=C(C=CC=C1)B(O)O (2-(6,9-diphenyl-9H-carbazol-3-yl)phenyl)boronic acid